N-[(5-methylfuran-2-yl)methyl]-3-{[6-(pyridin-3-yl)pyridazin-3-yl]amino}benzamide CC1=CC=C(O1)CNC(C1=CC(=CC=C1)NC=1N=NC(=CC1)C=1C=NC=CC1)=O